NC1=C(N=CC2=C(C=CC=C12)C=1C(=NC=CC1)O)C(=O)NCCC 4-amino-8-(2-hydroxypyridin-3-yl)-N-propylisoquinoline-3-carboxamide